C1(CC1)C1=NC=NC(=C1C=1N=CC2=C(N1)C=CN2COCC[Si](C)(C)C)OC(F)F 2-[[2-[4-cyclopropyl-6-(difluoromethoxy)pyrimidin-5-yl]pyrrolo[3,2-d]pyrimidin-5-yl]methoxy]ethyl-trimethyl-silane